4-(((R)-1-cyanoethyl)amino)-6-(3-cyanopyrrolo[1,2-b]pyridazin-7-yl)-N-((R)-2-fluoro-3-hydroxy-3-methylbutyl)nicotinamide hemi-citrate salt C(CC(O)(C(=O)O)CC(=O)O)(=O)O.C(#N)[C@@H](C)NC1=CC(=NC=C1C(=O)NC[C@H](C(C)(C)O)F)C1=CC=C2N1N=CC(=C2)C#N.C(#N)[C@@H](C)NC2=CC(=NC=C2C(=O)NC[C@H](C(C)(O)C)F)C2=CC=C1N2N=CC(=C1)C#N